(1-(2-((2-(2,6-dioxopiperidin-3-yl)-1,3-dioxoisoindolin-4-yl)amino)-2-oxoethyl)-1H-1,2,3-triazol-4-yl)methyl (2-(2,6-dioxopiperidin-3-yl)-1,3-dioxoisoindolin-4-yl)carbamate O=C1NC(CCC1N1C(C2=CC=CC(=C2C1=O)NC(OCC=1N=NN(C1)CC(=O)NC1=C2C(N(C(C2=CC=C1)=O)C1C(NC(CC1)=O)=O)=O)=O)=O)=O